(S)-4-(2,4-Difluorophenoxy)-N-(9-methyl-8-oxo-6,7,8,9-tetrahydro-5H-pyrido[2,3-b]azepin-7-yl)picolinamide FC1=C(OC2=CC(=NC=C2)C(=O)N[C@H]2CCC3=C(N(C2=O)C)N=CC=C3)C=CC(=C1)F